arginine-β-naphthylamide C1=C(C=CC2=CC=CC=C12)NC([C@@H](N)CCCNC(N)=N)=O